CN(C1=CC=C(C(=O)OC(C)CCCCCC)C=C1)C 2-octyl 4-(di-methylamino)benzoate